ethyl 3-ethoxy-3-iminopropanoate C(C)OC(CC(=O)OCC)=N